FS(C1=CC=C(C=C1)N[C@@H]1CC[C@H](CC1)S(=O)(=N)C1=CC=C(C=C1)C1=CC(=CC=C1)C(=O)N)(F)(F)(F)F 4'-{[trans-4-{[4-(pentafluoro-λ6-sulfanyl)phenyl]Amino}cyclohexyl]sulfonimidoyl}-[1,1'-biphenyl]-3-carboxamide